C1(=CC=C(C=C1)C1=NC(=NC2=CC=CC=C12)N1C=2C=CC3=C(C2C=2C4=C(C=CC12)C=CC=C4)C=CC=C3)C3=CC=CC=C3 7-(4-([1,1'-biphenyl]-4-yl)quinazoline-2-yl)-7H-dibenzo[c,g]carbazole